OC(C)C=1C(=C(C=CC1)C(=O)C1=C(C(=CC=C1)C(C)O)C1CCCCC1)C1CCCCC1 1-Hydroxyethylcyclohexylphenyl keton